CC(C)(C)[Si](OC[C@H]([C@@H]([C@H](C(=CO)O)O)O)O)(C1=CC=CC=C1)C1=CC=CC=C1 6-O-[(1,1-dimethylethyl)diphenylsilyl]-D-xylo-hex-1-enitol